NC1CN(C1)C=1C=CC=2N=CN=C(C2N1)NC1=C(C=CC(=C1)Cl)F 6-(3-aminoazetidin-1-yl)-N-(5-chloro-2-fluorophenyl)pyrido[3,2-d]pyrimidin-4-amine